O1COC2=C1C=CC(=C2)N(C(=O)C2=NC(=NC=C2)N2N=C(C(=C2C)Cl)C)C N-(1,3-benzodioxol-5-yl)-2-(4-chloro-3,5-dimethyl-pyrazol-1-yl)-N-methyl-pyrimidine-4-carboxamide